2-(2-(((6-((4-carbamimidoyl-2,6-dimethylbenzyl)amino)pyrimidin-4-yl)oxy)methyl)-6-cyclopropylimidazo[1,2-a]pyridin-8-yl)acetic acid C(N)(=N)C1=CC(=C(CNC2=CC(=NC=N2)OCC=2N=C3N(C=C(C=C3CC(=O)O)C3CC3)C2)C(=C1)C)C